2-(dimethylamino)ethyl (4-nitrophenyl) carbonate hydrochloride Cl.C(OCCN(C)C)(OC1=CC=C(C=C1)[N+](=O)[O-])=O